S1C(=NC2=C1C=CC=C2)NC(=O)C=2C=CC=C1CCN(CC21)C2=CC=C(C(=N2)C(=O)O)C=2C=NN(C2C)CC2(CCCCC2)OC 6-[8-(1,3-benzothiazol-2-ylcarbamoyl)-3,4-dihydroisoquinolin-2(1H)-yl]-3-{1-[(1-methoxycyclohexyl)methyl]-5-methyl-1H-pyrazol-4-yl}pyridine-2-carboxylic acid